C(CNCCOCCOCCOCC)O 6,9,12-trioxa-3-azatetradecanol